OC1=C(C=C(C=C1)C1=C(C(=O)N)C=CC(=C1)OC(F)(F)F)S(=O)(=O)C (4-hydroxy-3-(methylsulfonyl)phenyl)-4-(trifluoromethoxy)benzamide